N-(4-((5-chloropyridin-2-yl)oxy)-3-methylphenyl)-3-methoxycyclobutane-1-carboxamide ClC=1C=CC(=NC1)OC1=C(C=C(C=C1)NC(=O)C1CC(C1)OC)C